N-((1s,3s)-3-hydroxycyclobutyl)-6-methylpyridinecarboxamide OC1CC(C1)NC(=O)C1=NC(=CC=C1)C